tert-butyl 3-((6,7-dichloro-4-(2-isopropyl-4-methylpyridin-3-yl)-2,3-dioxo-3,4-dihydropyrido[2,3-b]pyrazin-1(2H)-yl)methyl)-3-fluoroazetidine-1-carboxylate ClC=1C(=CC2=C(N(C(C(N2CC2(CN(C2)C(=O)OC(C)(C)C)F)=O)=O)C=2C(=NC=CC2C)C(C)C)N1)Cl